C(#N)C=1C=C(C=CC1)[C@@H](C)NC(=O)C=1NC2=C(C=C3C(=NNC3=C2)C2=CC=NC=C2)N1 (R)-N-(1-(3-cyanophenyl)ethyl)-3-(pyridin-4-yl)-1,7-dihydroimidazo[4,5-f]indazole-6-carboxamide